2,5-dihydrothiophene 1,1-dioxide S1(CC=CC1)(=O)=O